S1C=C(C2=C1C=CC=C2)C=2C=C(C(=O)O)C=C(C2)NC(C2=CC=C(C=C2)C)=O 3-(Benzothien-3-yl)-5-(4-methylbenzamido)benzoic acid